NC1=NC=2C=CC=CC2C2=C1N=C(N2CCCCNC(C2=CC(=C(C=C2)N(C)C)F)=O)CCCC N-(4-(4-amino-2-butyl-1H-imidazo[4,5-c]quinolin-1-yl)butyl)-4-(dimethylamino)-3-fluorobenzamide